CC(C)C1=CC=2N(C(C(=C(N2)C(F)(F)F)C2=CC=C(C=C2)OCC(F)(F)F)=O)C=C1 8-(2-propanyl)-3-(4-(2,2,2-trifluoroethoxy)phenyl)-2-(trifluoromethyl)-4H-pyrido[1,2-a]pyrimidin-4-one